CC1=CC(=NC=C1C#N)N1N=NC(=C1C)CN1C[C@@H](N[C@@H](C1)C=1C(=C2COC(C2=CC1)=O)C)C 4-methyl-6-(5-methyl-4-(((3S,5R)-3-methyl-5-(4-methyl-1-oxo-1,3-dihydroisobenzofuran-5-yl)piperazin-1-yl)methyl)-1H-1,2,3-triazol-1-yl)nicotinonitrile